(3S)-3-((S)-2-(4-methoxy-1H-indole-2-carboxamido)-4-methylpentanamido)-2-oxo-4-(2-oxopyrrolidin-3-yl)butyl diphenylphosphinate C1(=CC=CC=C1)P(OCC([C@H](CC1C(NCC1)=O)NC([C@H](CC(C)C)NC(=O)C=1NC2=CC=CC(=C2C1)OC)=O)=O)(=O)C1=CC=CC=C1